BrC1=CC(=C2C(NC(=NC2=C1F)Cl)=O)F 7-Bromo-2-chloro-5,8-difluoroquinazolin-4(3H)-one